C(C=C)(=O)N1CC2=CC=CC(=C2CC1)C1=C2C(=C(NC2=C(C=C1F)C(=O)N)C)C1=CC=C(C=C1)F 4-(2-acryloyl-1,2,3,4-tetrahydroisoquinolin-5-yl)-5-fluoro-3-(4-fluorophenyl)-2-methyl-1H-indole-7-carboxamide